NCCCCNCCCN[C@@H]1C[C@H]2[C@@H]3CC[C@H]([C@@H](CCCC(C)C)C)[C@]3(CC[C@@H]2[C@]2(C(CCC[C@]12O)O)C)C 6β-[3-(4-aminobutylamino)propylamino]-cholestane-1,5a-diol